CN1C[C@@H](CCC1)NC=1N=NC(=C2C1C=NC=C2)C2=C(C=C(C=C2)C(F)(F)F)CO [2-(4-{[(3R)-1-methylpiperidin-3-yl]amino}pyrido[3,4-d]pyridazin-1-yl)-5-(trifluoromethyl)phenyl]methanol